(R)-4-((2-(((1,3-dimethyl-2-oxo-2,3-dihydro-1H-imidazol-4-yl)(1-methylcyclopentyl)methyl)amino)-3,4-dioxocyclobut-1-en-1-yl)amino)-3-hydroxy-N,N-dimethylpicolinamide CN1C(N(C(=C1)[C@@H](C1(CCCC1)C)NC1=C(C(C1=O)=O)NC1=C(C(=NC=C1)C(=O)N(C)C)O)C)=O